ClCC=1C=C(C(=O)OCC=C)C=CC1 prop-2-en-1-yl 3-(chloromethyl)benzoate